2-(4-bromo-6-fluoro-3-pyridyl)acetic acid BrC1=C(C=NC(=C1)F)CC(=O)O